(S)-2-amino-3-(5-hydroxy-1H-indol-3-yl)-N-(2-(5-hydroxy-1H-indol-3-yl)ethyl)propanamide N[C@H](C(=O)NCCC1=CNC2=CC=C(C=C12)O)CC1=CNC2=CC=C(C=C12)O